O=C1NC(CCC1N1C(C2=CC=C(C=C2C1=O)CNC1=CC=C(C=C1)NC1=NC=C(C(=N1)NCC=1C=C(C=CC1)N(S(=O)(=O)C)C)C(F)(F)F)=O)=O N-(3-(((2-((4-(((2-(2,6-dioxopiperidin-3-yl)-1,3-dioxoisoindoline-5-yl)methyl)amino)phenyl)amino)-5-(trifluoromethyl)pyrimidin-4-yl)amino)methyl)phenyl)-N-methylmethanesulfonamide